5-(1-(2,2-difluoroethyl)-2-methyl-1H-imidazo[4,5-b]pyridin-6-yl)-N-isopropylpyrrolo[2,1-f][1,2,4]triazin-2-amine FC(CN1C(=NC2=NC=C(C=C21)C=2C=CN1N=C(N=CC12)NC(C)C)C)F